9-oxo-2,3,4,9-tetrahydro-6H-pyrano[2,3-b]pyrido[2,3-e]pyrazin O=C1C=CNC=2N=C3C(=NC21)OCCC3